Tert-butyl (R)-4-(4-(6-(1-acetylpiperidin-3-yl)-2-(dimethylcarbamoyl)-7-fluoro-1H-indol-4-yl)-3-(trifluoromethoxy)phenyl)piperazine-1-carboxylate C(C)(=O)N1C[C@H](CCC1)C1=CC(=C2C=C(NC2=C1F)C(N(C)C)=O)C1=C(C=C(C=C1)N1CCN(CC1)C(=O)OC(C)(C)C)OC(F)(F)F